3-{5-[3-(5-amino-7-methoxy[1,2,4]triazolo[1,5-c]quinazolin-2-yl)cyclobutyl]pyridin-2-yl}azetidine-3-carbonitrile NC1=NC=2C(=CC=CC2C=2N1N=C(N2)C2CC(C2)C=2C=CC(=NC2)C2(CNC2)C#N)OC